6-(tert-butylsulfonyl)-7-((3-methyloxetan-3-yl)methoxy)imidazo[1,2-a]pyridine C(C)(C)(C)S(=O)(=O)C=1C(=CC=2N(C1)C=CN2)OCC2(COC2)C